BrC1=C(C(=C(NCCOC)C=C1OC)[N+](=O)[O-])F 4-bromo-3-fluoro-5-methoxy-N-(2-methoxyethyl)-2-nitroaniline